BrC1=CC=C(C=C1)C1=CC=C(C=C1)Br dibromobiphenyl